C(C1=CC=CC=C1)OC(C(C)(C)NC1=NC(=C(C=C1C(F)(F)F)[N+](=O)[O-])C=1OC(=NN1)[C@](CC=C)(C(F)(F)F)OCC1=CC=CC=C1)CC=C N-(2-Benzyloxy-1,1-dimethyl-pent-4-enyl)-6-[5-[(1R)-1-benzyloxy-1-(trifluoromethyl)but-3-enyl]-1,3,4-oxadiazol-2-yl]-5-nitro-3-(trifluoromethyl)pyridin-2-amine